2,4,6,8-Tetrahydroxypyrimidino[5,4-d]pyrimidine OC=1N=C(C2=C(N1)C(=NC(=N2)O)O)O